3-[1-(4,4-diethyl-2-imino-6-oxo-hexahydropyrimidin-1-yl)-3-(difluoromethoxy)propyl]-N-[(1R,2S)-2-hydroxy-2-methyl-indan-1-yl]benzamide C(C)C1(NC(N(C(C1)=O)C(CCOC(F)F)C=1C=C(C(=O)N[C@H]2[C@@](CC3=CC=CC=C23)(C)O)C=CC1)=N)CC